C(C(=O)[O-])(=O)[O-].[Li+].[Li+] lithium ethanedioate